(S)-4-(isothiazol-4-yl)-6-(4-(methoxycarbonyl)phenyl)-3,6-dihydropyridine S1N=CC(=C1)C=1CC=N[C@@H](C1)C1=CC=C(C=C1)C(=O)OC